3,7-dibromo-9,9-dioctyl-9H-9-silafluorene BrC=1C=CC=2[Si](C3=CC(=CC=C3C2C1)Br)(CCCCCCCC)CCCCCCCC